Cyclohexan-1,3,5-trion C1(CC(CC(C1)=O)=O)=O